C[SiH]1N(CCC1)CCC[Si](OC)(OC)OC 2-methyl-1-(3-trimethoxysilylpropyl)-1-aza-2-Silacyclopentane